C(#N)C1=CC=C(CNC(=O)C=2C(N(C3=C(N=CC=C3C2)OCC2(CC2)S(NCCOC)(=O)=O)C)=O)C=C1 N-(4-cyanobenzyl)-8-((1-(N-(2-methoxyethyl)sulfamoyl)cyclopropyl)methoxy)-1-methyl-2-oxo-1,2-dihydro-1,7-naphthyridine-3-carboxamide